1-[3-(trifluoromethyl)phenyl]cyclopropylamine FC(C=1C=C(C=CC1)C1(CC1)N)(F)F